lithium(1+) 2-methylpropan-2-olate CC(C)(C)[O-].[Li+]